(7S)-4,5,7,8-tetramethyl-2-((trans-3-(4-(trifluoromethyl)phenoxy)-cyclobutyl)-amino)-7,8-dihydropteridin-6(5H)-one CC1=NC(=NC=2N([C@H](C(N(C12)C)=O)C)C)N[C@@H]1C[C@H](C1)OC1=CC=C(C=C1)C(F)(F)F